1-(3,4-dimethylphenyl)-3-methyl-benzimidazole iodide [I-].CC=1C=C(C=CC1C)N1CN(C2=C1C=CC=C2)C